C(C)C(C(=O)[O-])CCCC.C(C)C(C(=O)[O-])CCCC.[Sn+2] Tin bis(2-ethylhexanoate)